COCC=1C(=CC=CC1)CO xylylene glycol monomethyl ether